2-methoxy-6-[4-(4,4,5,5-tetramethyl-1,3,2-dioxaborolan-2-yl)pyrazol-1-yl]pyridine COC1=NC(=CC=C1)N1N=CC(=C1)B1OC(C(O1)(C)C)(C)C